FC(C(OC(C(F)(F)F)(F)OC(F)(F)F)(F)F)(F)F pentafluoro[1,2,2,2-tetrafluoro(trifluoromethoxy)ethoxy]ethane